S1C=NC2=C1C=CC(=C2)C(=O)O 1,3-benzothiazole-5-carboxylic acid